isopropyl 2-bromothiazole-4-carboxylate BrC=1SC=C(N1)C(=O)OC(C)C